O=C1NC(CCC1N1C(C2=CC=C(C=C2C1)O[C@@H]1[C@H](CCCC1)N1CC(C1)C1CCN(CC1)C(=O)OC(C)(C)C)=O)=O tert-butyl 4-(1-((1S,2S)-2-((2-(2,6-dioxopiperidin-3-yl)-1-oxoisoindolin-5-yl)oxy)cyclohexyl)azetidin-3-yl)piperidine-1-carboxylate